CC1=NN2C=3CN(CC3C(=CC2=N1)C)C(CC1CN(C1)C=1C=NC=CC1)=O 1-(2,5-Dimethyl-6,8-dihydro-1,3,7,8b-tetraaza-as-indacen-7-yl)-2-(1-pyridin-3-yl-azetidin-3-yl)-ethanone